acryloxynonyl-triisopropoxysilane C(C=C)(=O)OCCCCCCCCC[Si](OC(C)C)(OC(C)C)OC(C)C